N[C@@H]1CN(CC[C@H]1F)C1=NC2=C(N1CC(=O)N1CC3(C1)CCOCC3)C=C(C(=C2)F)F 2-(2-((3R,4R)-3-Amino-4-fluoropiperidin-1-yl)-5,6-difluoro-1H-benzo[d]imidazol-1-yl)-1-(7-oxa-2-azaspiro[3.5]nonan-2-yl)ethanon